C(CC)C1=CC=C(C=C1)S(=O)(=O)O 4-propylbenzenesulfonic acid